[1-(methylsulfonylmethyl)pyrazole-3-carbonyl]Lithium CS(=O)(=O)CN1N=C(C=C1)C(=O)[Li]